NC1=NC=C(C=N1)C#CC=1C(=C(C=CC1F)NS(=O)(=O)C1=CC(=CC=2C(COC21)O)Cl)F N-(3-((2-aminopyrimidin-5-yl)ethynyl)-2,4-difluorophenyl)-5-chloro-3-hydroxy-2,3-dihydro-1-benzofuran-7-sulfonamide